C(#N)C1=CC=C(C=C1)[C@@H](C)NC(=O)C=1C(N(C2=NC=C(C=C2C1)C1CC1)CC1=CC=C(C=C1)F)=O (R)-N-(1-(4-cyanophenyl)ethyl)-6-cyclopropyl-1-(4-fluorophenylmethyl)-2-oxo-1,2-dihydro-1,8-naphthyridine-3-carboxamide